BrC1=C(C(=C(C(=O)N)C(=C1)NC1CC1)F)Cl 4-bromo-3-chloro-6-(cyclopropylamino)-2-fluorobenzamide